1-benzyl-3,5-diphenyl-6-(Phenylthio)-3,5-dihydroimidazo[4,5-c][1,2]thiazine-4(1H)-one 2,2-dioxide C(C1=CC=CC=C1)N1S(C(C(C2=C1N=C(N2C2=CC=CC=C2)SC2=CC=CC=C2)=O)C2=CC=CC=C2)(=O)=O